4-[(S)-3-(2-Chloro-4-methylsulfanylmethoxy-phenyl)-[1,4]oxazepan-4-yl]-6-methyl-pyrimidin-2-ylamine ClC1=C(C=CC(=C1)OCSC)[C@H]1COCCCN1C1=NC(=NC(=C1)C)N